(S)-2-((6-(1H-pyrazol-1-yl)pyrimidin-4-yl)amino)-4-((2-(3,5-difluorophenoxy)ethyl)(4-(5,6,7,8-tetrahydro-1,8-naphthyridin-2-yl)butyl)amino)butanoic acid N1(N=CC=C1)C1=CC(=NC=N1)N[C@H](C(=O)O)CCN(CCCCC1=NC=2NCCCC2C=C1)CCOC1=CC(=CC(=C1)F)F